(S)-3-(4,4-difluorocyclohexyl)-2-(methylamino)propionic acid FC1(CCC(CC1)C[C@@H](C(=O)O)NC)F